Tert-butyl (2-((6-(dimethylamino)benzo[d]thiazol-2-yl)amino)-2-oxoethyl)carbamate CN(C1=CC2=C(N=C(S2)NC(CNC(OC(C)(C)C)=O)=O)C=C1)C